2'-(difluoromethyl)-5'-methoxy-6-(1-methyl-1H-pyrazol-3-yl)-[4,4'-bipyridine]-3-carboxylic acid FC(C1=NC=C(C(=C1)C1=C(C=NC(=C1)C1=NN(C=C1)C)C(=O)O)OC)F